N-(3-(benzo[d]oxazol-2-yl)phenyl)-2-(4-methoxyphenyl)acetamide O1C(=NC2=C1C=CC=C2)C=2C=C(C=CC2)NC(CC2=CC=C(C=C2)OC)=O